Cl.N[C@H](C(=O)N1[C@@H]([C@H]2C([C@H]2C1)(C)C)C(=O)O)C(C)(C)C (1R,2S,5S)-3-((S)-2-Amino-3,3-dimethylbutanoyl)-6,6-dimethyl-3-azabicyclo[3.1.0]hexane-2-carboxylic acid hydrochloride